O1COC(=C1)COCCC[Si](OC)(OC)OC [3-(1,3-dioxol-4-ylmethoxy)propyl]trimethoxysilane